COC(=O)N1CC(=CC1)B(O)O (1-(methoxycarbonyl)-2,5-dihydro-1H-pyrrol-3-yl)boronic acid